FC(C=1C=NC(=NC1)N1CCN(CC1)C(=O)OCCCC1=NNC(C(=C1)C(F)(F)F)=O)(F)F 3-(6-oxo-5-(trifluoromethyl)-1,6-dihydropyridazin-3-yl)propyl 4-(5-(trifluoromethyl)pyrimidin-2-yl)piperazine-1-carboxylate